Cl.C12CC(CC(CC1)N2)OC=2C=C1C(=NC=NC1=CC2)NC2=C(C(=C(C=C2)OC2=CC1=C(N(C=N1)C)C=C2)C)F 6-((exo-8-Azabicyclo[3.2.1]octan-3-yl)oxy)-N-(2-fluoro-3-methyl-4-((1-methyl-1H-benzo[d]imidazol-5-yl)oxy)phenyl)quinazolin-4-amine hydrochloride